rac-(cis)-3-hydroxy-4-methoxy-3-methylpiperidine-1-carboxylic acid tert-butyl ester C(C)(C)(C)OC(=O)N1C[C@]([C@@H](CC1)OC)(C)O